bis(aminomethyl)bicyclooctane NCC1(CCCCCCC1)C1(CCCCCCC1)CN